6-Chloro-N-[5-[5-(cyclopropylmethyl)-4H-1,2,4-triazol-3-yl]-4-fluoro-2-methylphenyl]pyrazolo[1,5-a]pyridine-3-carboxamide ClC=1C=CC=2N(C1)N=CC2C(=O)NC2=C(C=C(C(=C2)C2=NN=C(N2)CC2CC2)F)C